4-(benzyloxy)-2-(4-methoxyphenyl)-3-oxobutanoic acid methyl ester COC(C(C(COCC1=CC=CC=C1)=O)C1=CC=C(C=C1)OC)=O